2-(3,3-Difluorocyclopentyl)-2-(4-(2-methyl-2H-tetrazol-5-yl)phenyl)-N-(4-methyl-5-(pyridin-3-yl)thiazol-2-yl)acetamide FC1(CC(CC1)C(C(=O)NC=1SC(=C(N1)C)C=1C=NC=CC1)C1=CC=C(C=C1)C=1N=NN(N1)C)F